3-(trimethoxysilyl)propylisocyanate CO[Si](CCCN=C=O)(OC)OC